FC=1C(=C(C=CC1)O)C1=C2C(=C(N=N1)NC1C(CCCC1)O)C=NC=C2 3-fluoro-2-(4-((2-hydroxycyclohexyl)amino)pyrido[3,4-d]pyridazin-1-yl)phenol